C(CCC\C=C/C\C=C/C\C=C/C\C=C/C\C=C/CC)(=O)O (5Z,8Z,11Z,14Z,17Z)-5,8,11,14,17-icosapentaenoic acid